C(C(C)C)(=O)NC1=CC(=C2C3=C(C=C(N=C13)C(=O)N)C=N2)N 6-Isobutyrylamino-8-aminopyrrolo[4,3,2-de]quinoline-4-carboxamide